N-(1-(4-chlorophenyl)-2,2,2-trifluoroethyl)-N-ethylthiomorpholine-4-sulfonamide ClC1=CC=C(C=C1)C(C(F)(F)F)N(S(=O)(=O)N1CCSCC1)CC